Cl.NCCCCCN1C(=NC2=C1C=C(C=C2)C(=O)OC)NC(=O)C=2C=C(C(=O)O)C=CC2 3-((1-(5-aminopentyl)-6-(methoxycarbonyl)-1H-benzo[d]imidazol-2-yl)carbamoyl)benzoic acid HCl